N1(CCCC1)C1=CC=C(C=C1)C(=CC1(OC(=O)C2=C(C(=C(C(=C12)Br)Br)Br)Br)C=C(C1=CC=C(C=C1)N1CCCC1)C1=CC=C(C=C1)N1CCCC1)C1=CC=C(C=C1)N1CCCC1 3,3-bis[1,1-bis(4-pyrrolidinophenyl)ethen-2-yl]-4,5,6,7-tetrabromo-phthalide